ClC=1C=C(C=C(C1)CNCCCCOCCOC1=C2C=NNC2=CC(=C1)C=1C=NOC1)CO (3-chloro-5-(((4-(2-((6-(isoxazol-4-yl)-1H-indazol-4-yl)oxy)ethoxy)butyl)amino)methyl)phenyl)methanol